C(C)OC(=O)C=1C=NN(C1C(F)(F)F)C1=CC=CN2C(C(=CC=C12)F)=O (3-fluoro-4-oxo-4H-quinolizin-9-yl)-5-trifluoromethyl-1H-pyrazole-4-carboxylic acid ethyl ester